FC(C=1C(=C(C=CC1)[C@@H](C)NC=1C=2C(N=C(N1)C)=C(C(N(C2)C2(CC2)CF)=O)OC(=O)N2CCN(CC2)C)F)F (R)-4-((1-(3-(difluoromethyl)-2-fluorophenyl)ethyl)amino)-6-(1-(fluoromethyl) cyclopropyl)-2-methyl-7-oxo-6,7-dihydropyrido[4,3-d]pyrimidin-8-yl-4-methylpiperazine-1-carboxylate